C1=CC=CC=2C3=CC=CC=C3C(C12)COC(=O)N([C@H](C(=O)O)CC1=CC(=CC=C1)CC#N)C (S)-2-((((9H-fluoren-9-yl)methoxy)carbonyl)(methyl)amino)-3-(3-(cyanomethyl)phenyl)propanoic acid